C(CCC)C1=NC2(C(N1CC1=CC(=C(C=C1)B1OC(C(O1)(C)C)(C)C)COCC)=O)CCCC2 2-butyl-3-(3-(ethoxymethyl)-4-(4,4,5,5-tetramethyl-1,3,2-dioxaborolan-2-yl)benzyl)-1,3-diazaspiro[4.4]nona-1-en-4-one